N1(CCOCC1)C1=CC=C(C=C1)C(CCC)=O (4-morpholinylphenyl)-1-butanone